(R)-N-(4-cyclopropylphenyl)-1-(3-(2-hydroxyethoxy)benzyl)piperidine-2-carboxamide C1(CC1)C1=CC=C(C=C1)NC(=O)[C@@H]1N(CCCC1)CC1=CC(=CC=C1)OCCO